(S)-1-(4-(4-methylthiazol-5-yl)phenyl)ethylpiperidine-2-carboxamide hydrochloride Cl.CC=1N=CSC1C1=CC=C(C=C1)C(C)N1[C@@H](CCCC1)C(=O)N